C1(CCCCC1)SC1=NC(=C2N=CNC2=N1)N 2-(cyclohexylthio)-9H-purin-6-amine